3-((1-(tert-butyl)-1H-tetrazol-5-yl)(4-(3,5-dichloropyridin-4-yl)piperazin-1-yl)methyl)phenol C(C)(C)(C)N1N=NN=C1C(C=1C=C(C=CC1)O)N1CCN(CC1)C1=C(C=NC=C1Cl)Cl